4-(2-((1R,5S,6R)-3-(7,7-difluoro-2-((S)-2-methylazetidin-1-yl)-6,7-dihydro-5H-cyclopenta[d]pyrimidin-4-yl)-3-azabicyclo[3.1.0]hexan-6-yl)acetyl)piperazin-2-one FC1(CCC2=C1N=C(N=C2N2C[C@@H]1C([C@@H]1C2)CC(=O)N2CC(NCC2)=O)N2[C@H](CC2)C)F